2-(6,7-dihydro-5H-pyrazolo[5,1-b][1,3]oxazin-3-yl)-N-(2-methyl-5-(2-(propylamino)acetamido)pyridin-3-yl)pyrazolo[5,1-b]thiazole-7-carboxamide N1=CC(=C2OCCCN21)C2=CN1C(S2)=C(C=N1)C(=O)NC=1C(=NC=C(C1)NC(CNCCC)=O)C